6-(4-Bromophenyl)-2,6-diazaspiro[3.5]nonane-2-carboxylic acid tert-butyl ester C(C)(C)(C)OC(=O)N1CC2(C1)CN(CCC2)C2=CC=C(C=C2)Br